F[C@@H]1C[C@@H](C[C@@H]1O)C(=O)[O-] |r| rac-(1R,3R,4S)-3-fluoro-4-hydroxycyclopentane-1-carboxylate